C1=NC=CC2=C1CCNCC2 6,7,8,9-tetrahydro-5H-pyrido[3,4-d]azepine